Morpholin-2-yl-Methanol N1CC(OCC1)CO